C1=CC=CC=2C3=CC=CC=C3N(C12)C1=CC=C(C=C1)C1=CC=CC=2C(C3=C(C=CC=C3C(C12)=O)C1=CC=C(C=C1)N1C2=CC=CC=C2C=2C=CC=CC12)=O 1,5-bis[4-(9H-carbazol-9-yl)phenyl]-9,10-anthraquinone